5-(2-methoxypyrimidin-5-yl)-1H-pyrrolo[2,3-b]pyridin COC1=NC=C(C=N1)C=1C=C2C(=NC1)NC=C2